CC(=O)NC1=C(C=C(C=C1)C=O)[N+](=O)[O-] N-(4-formyl-2-nitrophenyl)acetamide